4-(5-bromo-1-methyl-benzoimidazol-2-yl)butyric acid BrC1=CC2=C(N(C(=N2)CCCC(=O)O)C)C=C1